4-[(1,1-Dioxo-1,2,4-thiadiazinan-4-yl)methyl]-1,2,4-thiadiazinan-1,1-dioxide O=S1(NCN(CC1)CN1CNS(CC1)(=O)=O)=O